3-benzyl-8-methyl-quinoxalin-2(1H)-one C(C1=CC=CC=C1)C=1C(NC2=C(C=CC=C2N1)C)=O